2-(3-{[(2S,4S)-1-(ethenesulfonyl)-4-methylpyrrolidin-2-yl]methoxy}pyridin-4-yl)-3-phenyl-1H-pyrrolo[3,2-b]pyridine C(=C)S(=O)(=O)N1[C@@H](C[C@@H](C1)C)COC=1C=NC=CC1C1=C(C2=NC=CC=C2N1)C1=CC=CC=C1